9,9'-spirobifluorene-3-yl-boric acid C1=CC(=CC=2C3=CC=CC=C3C3(C12)C1=CC=CC=C1C=1C=CC=CC13)OB(O)O